3-piperidineethanol N1CC(CCC1)CCO